OC1=CC=C(C=C1)CC(C(=O)[O-])=O 4-Hydroxyphenyl-Pyruvat